CNCCN1N=CC(=C1)C=1C=NC2=CC=C(N=C2C1)C=1N=NNC1C1=NC(=CC=C1)C N-methyl-2-[4-[6-[5-(6-methyl-2-pyridyl)-1H-triazol-4-yl]-1,5-naphthyridin-3-yl]pyrazol-1-yl]ethanamine